10,10'-(3',4',6'-tris(3-methyl-3H-imidazo[4,5-b]pyridin-2-yl)-5'-phenyl[1,1':2',1''-terphenyl]-4,4''-diyl)bis(10H-phenoxazine) CN1C(=NC=2C1=NC=CC2)C2=C(C(=C(C(=C2C2=NC=1C(=NC=CC1)N2C)C2=CC=CC=C2)C2=NC=1C(=NC=CC1)N2C)C2=CC=C(C=C2)N2C1=CC=CC=C1OC=1C=CC=CC21)C2=CC=C(C=C2)N2C1=CC=CC=C1OC=1C=CC=CC21